(S)-10-((5-chloro-2-fluoropyrimidin-4-yl)amino)-2-cyclopropyl-3,3-difluoro-7-methyl-1,2,3,4-tetrahydro-[1,4]oxazepino[2,3-c]quinolin-6(7H)-one ClC=1C(=NC(=NC1)F)NC1=CC=2C3=C(C(N(C2C=C1)C)=O)OCC([C@@H](N3)C3CC3)(F)F